2-(2-methoxyphenoxy)-1-phenylethan-1-ol COC1=C(OCC(O)C2=CC=CC=C2)C=CC=C1